(R)-N-(1-(2,6-dimethoxyphenyl)-2-(quinolin-2-yl)ethyl)acetamide COC1=C(C(=CC=C1)OC)[C@@H](CC1=NC2=CC=CC=C2C=C1)NC(C)=O